[6-(tert-butoxycarbonylamino)-3-pyridinyl]boric acid C(C)(C)(C)OC(=O)NC1=CC=C(C=N1)OB(O)O